C(C)C=1C(NC=2C=C(C=NC2C1)CN1CC2(CN(C2)C(=O)C=2C=CC(=NC2C)C(=O)NC)C1)=O 5-(6-((7-ethyl-6-oxo-5,6-dihydro-1,5-naphthyridin-3-yl)methyl)-2,6-diazaspiro[3.3]heptane-2-carbonyl)-N,6-dimethylpicolinamide